(2s,4r)-1-((R)-2-(2-naphthoylamino)-3-cyclohexylpropionyl)-N-(4-amino-3,4-dioxo-1-phenylbutan-2-yl)-4-(piperidin-1-yl)pyrrolidine-2-carboxamide C1=C(C=CC2=CC=CC=C12)C(=O)N[C@@H](C(=O)N1[C@@H](C[C@H](C1)N1CCCCC1)C(=O)NC(CC1=CC=CC=C1)C(C(=O)N)=O)CC1CCCCC1